N[C@H](C(=O)O)CCN L-2,4-Diamino-butyric acid